(6R)-17-amino-6-hydroxy-12-[(1s,4s)-4-(trifluoromethyl)cyclohexyl]-6,15-bis(trifluoromethyl)-19-oxa-3,4,12,18-tetraazatricyclo[12.3.1.12,5]nonadeca-1(18),2,4,14,16-pentaen-13-one NC1=CC(=C2C(N(CCCCC[C@@](C3=NN=C(C1=N2)O3)(C(F)(F)F)O)C3CCC(CC3)C(F)(F)F)=O)C(F)(F)F